N1=CN=C(C=C1)C1(CC(CCC1)N)N pyrimidin-4-yl-cyclohexane-1,3-diamine